4-[[[(2S)-4-[(3,4-dichlorophenyl)methyl]morpholin-2-yl]methylcarbamoylamino]methyl]benzamide ClC=1C=C(C=CC1Cl)CN1C[C@@H](OCC1)CNC(=O)NCC1=CC=C(C(=O)N)C=C1